benzhydryl 3-(((3,4-dihydroxyphenyl)amino)methyl)-3-methyl-7-oxo-4-thia-1-azabicyclo[3.2.0]heptane-2-carboxylate 4,4-dioxide OC=1C=C(C=CC1O)NCC1(C(N2C(CC2S1(=O)=O)=O)C(=O)OC(C1=CC=CC=C1)C1=CC=CC=C1)C